(R)-2-(4-cyano-2-methoxyphenoxy)-5-(4-(difluoromethyl)phenyl)-4-methyl-N-(2-(S-methylamino-sulfanyl)pyridin-4-yl)nicotinamide C(#N)C1=CC(=C(OC2=C(C(=O)NC3=CC(=NC=C3)SNC)C(=C(C=N2)C2=CC=C(C=C2)C(F)F)C)C=C1)OC